C(#N)[C@H](CC(=O)[O-])C1=CC=CC=C1 (R)-3-cyano-3-phenylpropionate